adamantan-1-carboxylic acid C12(CC3CC(CC(C1)C3)C2)C(=O)O